CC(C(=O)NC1CCN(CC1)C)(COC1=C(C=NC=C1)C(F)(F)F)C 2,2-dimethyl-N-(1-methylpiperidin-4-yl)-3-((3-(trifluoromethyl)pyridin-4-yl)oxy)propanamide